6-methoxy-N-{5-methyl-4-(1-methylindol-3-yl)pyrimidin-2-yl}benzene-1,3-diamine COC1=CC=C(C=C1NC1=NC=C(C(=N1)C1=CN(C2=CC=CC=C12)C)C)N